2-([1-[2-(Azetidin-1-yl)phenyl]-5-(1-ethyl-1H-indazol-6-yl)-1H-pyrazol-3-yl]methoxy)-2-methylpropanoic acid N1(CCC1)C1=C(C=CC=C1)N1N=C(C=C1C1=CC=C2C=NN(C2=C1)CC)COC(C(=O)O)(C)C